N-[(R)-(5-chloro-4-cyclobutyl-2-methoxyphenyl)(piperidin-4-yl)methyl]2-methylpropane-2-sulfinamide lithium [Li].ClC=1C(=CC(=C(C1)[C@H](NS(=O)C(C)(C)C)C1CCNCC1)OC)C1CCC1